The molecule is a trisaccharide that is D-galactopyranose in which the hydroxy groups at positons 3 and 4 have been converted into the corresponding beta-D-glucopyranosyl and beta-L-fucopyranosyl derivatives, respectively. C[C@H]1[C@H]([C@H]([C@@H]([C@H](O1)O[C@H]2[C@H](OC([C@@H]([C@H]2O[C@H]3[C@@H]([C@H]([C@@H]([C@H](O3)CO)O)O)O)O)O)CO)O)O)O